C1(CCCCC1)CC(C(=O)OCC(COC(C(CC1CCCCC1)C)=O)O)C 2-Hydroxypropane-1,3-diyl bis(3-cyclohexyl-2-methylpropanoate)